5'-(isopropylamino)-N-(1-methyl-3-(pyridin-2-yl)-1H-pyrazol-4-yl)-[2,3'-bipyridine]-6-carboxamide C(C)(C)NC=1C=C(C=NC1)C1=NC(=CC=C1)C(=O)NC=1C(=NN(C1)C)C1=NC=CC=C1